(E)-3-(3-cyclopropyl-1-phenylprop-1-enyl)aniline C1(CC1)C/C=C(\C1=CC=CC=C1)/C=1C=C(N)C=CC1